methyl-3-phenylpropanamide CC(C(=O)N)CC1=CC=CC=C1